C(C=C)(=O)N1C[C@@H](N(C[C@H]1C)C1=NC(N2C3=C(C(=CC=C13)C=1C(=CC=C3C=NN(C13)C)C)OCC2)=O)C 7-((2S,5R)-4-acryloyl-2,5-dimethylpiperazin-1-yl)-10-(1,6-dimethyl-1H-indazol-7-yl)-2H-[1,4]oxazino[2,3,4-ij]quinazolin-5(3H)-one